ClC1=CC=C(OC2(CCC2)C(=O)O)C=C1 1-(4-Chlorophenoxy)cyclobutane-1-carboxylic acid